FC(C1=CC=C(C=C1)[C@H](C)N)(F)F (1S)-1-[4-(trifluoromethyl)phenyl]ethan-1-amine